BrC1=CC(=C(C=C1)C[C@@H](C(=O)OC)NC(=O)OC(C)(C)C)OC (S)-methyl 3-(4-bromo-2-methoxyphenyl)-2-((tert-butoxycarbonyl)amino)propanoate